FC(C(=O)O)(F)F.FC1=C(C(=CC=C1)F)S(=O)(=O)N 2,6-difluorobenzenesulfonamide trifluoroacetate salt